C(#N)N[S@](=O)(=NC(NC1=C2CCCC2=CC=2CCCC12)=O)C1=C(C=C(C=C1)CN(C)C)F (R)-N-cyano-4-((dimethylamino)methyl)-2-fluoro-N'-((1,2,3,5,6,7-hexahydro-s-indacen-4-yl)carbamoyl)benzene-sulfonimidamide